C(C1=CC=CC=C1)OC1=NC(=CC=C1C=1OC2=C(N1)C=CC(=C2)C(=O)O)OCC2=CC=CC=C2 2-[2,6-bis(benzyloxy)pyridin-3-yl]-1,3-benzoxazole-6-carboxylic acid